FC1(C(CN(CC1)C1=NC(=CC(=N1)N)C)CC=C)F 2-(4,4-difluoro-3-allylpiperidin-1-yl)-6-methylpyrimidin-4-amine